3-amino-4-(4-(4-(bis(methyl-d3)carbamoyl)phenyl)-1,4-diazepan-1-yl)thieno[2,3-b]pyridine-2-carboxamide NC1=C(SC2=NC=CC(=C21)N2CCN(CCC2)C2=CC=C(C=C2)C(N(C([2H])([2H])[2H])C([2H])([2H])[2H])=O)C(=O)N